9,9',9''-(4-([1,1':3',1''-terphenyl]-2'-yl)-2',6'-diphenyl-[3,4'-bipyridine]-2,5,6-triyl)tris(9H-carbazole) C1(=CC=CC=C1)C1=C(C(=CC=C1)C1=CC=CC=C1)C1=C(C(=NC(=C1N1C2=CC=CC=C2C=2C=CC=CC12)N1C2=CC=CC=C2C=2C=CC=CC12)N1C2=CC=CC=C2C=2C=CC=CC12)C1=CC(=NC(=C1)C1=CC=CC=C1)C1=CC=CC=C1